C1(CCCC1)C1=C(C(=O)OC(C)(C)C)C(=CC=N1)C1=C(C=CC=C1)F tert-butyl 2-cyclopentyl-4-(2-fluorophenyl)nicotinate